C1=CC(=C(C=C1/C=C/CO)O)O The molecule is a phenylpropanoid that is cinnamyl alcohol in which the hydrogens at positions 3 and 4 on the benzene ring are replaced by hydroxy groups. It is a catechol and a phenylpropanoid. It derives from a cinnamyl alcohol.